1-((4-(1-(2,6-dichlorophenyl)azetidin-3-yl)naphthalen-1-yl)methyl)-piperidine-4-carboxylic acid, formic acid salt C(=O)O.ClC1=C(C(=CC=C1)Cl)N1CC(C1)C1=CC=C(C2=CC=CC=C12)CN1CCC(CC1)C(=O)O